N[C@H](C(=O)O)CC1=CC(=C(C=C1)F)F (S)-2-amino-3-(3,4-difluorophenyl)propionic acid